C(C)(C)(C)OC(=O)N1[C@H]2CC(C[C@@H]1CC2)C=2OC(=NN2)[C@@]21CN(C[C@]1(C2)C(F)(F)F)C2=C1C=CC=NC1=C(C=C2)C#N (1R,3S,5S)-3-(5-((1S,5R)-3-(8-cyanoquinolin-5-yl)-5-(trifluoromethyl)-3-azabicyclo[3.1.0]hexan-1-yl)-1,3,4-oxadiazol-2-yl)-8-azabicyclo[3.2.1]octane-8-carboxylic acid tert-butyl ester